methyl 2-bromo-4-[8-oxabicyclo[3.2.1]octan-3-yl]-1,3-benzothiazole-6-carboxylate BrC=1SC2=C(N1)C(=CC(=C2)C(=O)OC)C2CC1CCC(C2)O1